5-(2-fluorobenzyl)-N-(4-(5-((4-hydroxy-4-methylpentyl)oxy)-2-(trifluoromethyl)phenyl)pyridin-2-yl)-4H-1,2,4-triazole-3-carboxamide FC1=C(CC=2NC(=NN2)C(=O)NC2=NC=CC(=C2)C2=C(C=CC(=C2)OCCCC(C)(C)O)C(F)(F)F)C=CC=C1